Cl.C1(CC1)N1C=NC2=C(C1=O)N=C(C=C2)NC2(CNC2)C2=C(C(=CC=C2F)Cl)Cl 3-cyclopropyl-6-((3-(2,3-dichloro-6-fluorophenyl)azetidin-3-yl)amino)pyrido[3,2-d]pyrimidin-4(3H)-one hydrochloride